C(CCCCCCC)OC1=CC(=C(C=C1)C1=NC(=NC(=N1)C1=C(C=CC(=C1)C)C)C1=C(C=CC(=C1)C)C)O 2-(4-octyloxy-2-hydroxyphenyl)-4,6-bis(2,5-dimethylphenyl)-1,3,5-triazine